tris[tris(trimethylsiloxy)siloxy]silyl-styrene tert-Butyl-[1-(2-aminoethyl)-cyclopropyl]carbamate C(C)(C)(C)N(C(O)=O)C1(CC1)CCN.C[Si](O[Si](O[Si](O[Si](O[Si](C)(C)C)(O[Si](C)(C)C)O[Si](C)(C)C)(O[Si](O[Si](C)(C)C)(O[Si](C)(C)C)O[Si](C)(C)C)C=CC1=CC=CC=C1)(O[Si](C)(C)C)O[Si](C)(C)C)(C)C